C1(=CC=CC=C1)S(=O)(=O)O.FC1=C(C(=C(C=C1)C(C)=O)O)[N+](=O)[O-] 1-(4-fluoro-2-hydroxy-3-nitrophenyl)ethan-1-one benzenesulfonate